(2S,3S,5R)-Benzyl-3-(tert-butyldimethylsilyloxy)-5-(2-chloro-7H-pyrrolo[2,3-d]pyrimidin-4-ylamino)-2-methylpiperidine-1-carboxylate C(C1=CC=CC=C1)OC(=O)N1[C@H]([C@H](C[C@H](C1)NC=1C2=C(N=C(N1)Cl)NC=C2)O[Si](C)(C)C(C)(C)C)C